tert-butyl 4-(2-methoxy-1,1-dimethyl-2-oxo-ethyl)piperidine-1-carboxylate COC(C(C)(C)C1CCN(CC1)C(=O)OC(C)(C)C)=O